2,2-difluoro-5-prop-2-ynoxy-pentan-1-amine FC(CN)(CCCOCC#C)F